4-(2-(tert-butoxycarbonyl)-2-methylhydrazino)-2-chloropyrimidine-5-carboxylic acid ethyl ester C(C)OC(=O)C=1C(=NC(=NC1)Cl)NN(C)C(=O)OC(C)(C)C